N1=CN=CC2=C1N(C=C2)C[C@@H](C)N (R)-1-(7H-pyrrolo[2,3-d]pyrimidin-7-yl)propan-2-amine